1-(4-chloro-1H-indazol-3-yl)-4,4-difluoro-pyrrolidin-3-ol ClC1=C2C(=NNC2=CC=C1)N1CC(C(C1)(F)F)O